O=C1C=CN(C2=CC=CC=C12)NN(CC1=CC=C(C=C1)[N+](=O)[O-])C(C)=O (4-oxo-4H-quinolin-1-yl)-acetyl-(4-nitrobenzyl)hydrazine